(R)-3-((tert-butyldimethylsilyl)oxy)-5-((2S,4R,5S)-4-methyl-2-phenyl-5-vinyl-1,3-dioxolan-4-yl)pentanoic acid methyl ester COC(C[C@@H](CC[C@]1(O[C@H](O[C@H]1C=C)C1=CC=CC=C1)C)O[Si](C)(C)C(C)(C)C)=O